N-(cyclopropylmethyl)-4-[2-fluoro-5-[[6-oxo-4-(trifluoromethyl)-1H-pyridine-3-carbonyl]amino]-4-[rac-(3R,5S)-3,4,5-trimethylpiperazin-1-yl]phenyl]-1,3-thiazole-2-carboxamide C1(CC1)CNC(=O)C=1SC=C(N1)C1=C(C=C(C(=C1)NC(=O)C1=CNC(C=C1C(F)(F)F)=O)N1C[C@H](N([C@H](C1)C)C)C)F |r|